dimyristoyl-glutamic acid C(CCCCCCCCCCCCC)(=O)N([C@@H](CCC(=O)O)C(=O)O)C(CCCCCCCCCCCCC)=O